1-(4-(2-(4-(9-((1,3,4-oxadiazol-2-yl)methyl)-6-(1-methylcyclopropoxy)-9H-purin-8-yl)-3-chlorophenoxy)ethyl)piperazin-1-yl)-2,2,2-trifluoroethan-1-one O1C(=NN=C1)CN1C2=NC=NC(=C2N=C1C1=C(C=C(OCCN2CCN(CC2)C(C(F)(F)F)=O)C=C1)Cl)OC1(CC1)C